C1(=CC=C(C=C1)OCCC(CN1C=NC=C1C#N)C1=C(C=C(C=C1)Cl)Cl)C1=CC=CC=C1 1-(4-([1,1'-biphenyl]-4-oxy)-2-(2,4-dichlorophenyl)butyl)-1H-imidazole-5-carbonitrile